C(C)(C)(C)OC(=O)N1CCCC12CCNCC2 1,8-diazaspiro[4.5]Decane-1-carboxylic acid tert-butyl ester